Butyl-Acrylonitrile C(CCC)C(C#N)=C